4-amino-N-(1-((3-chloro-2-fluorophenyl)(hydroxy)methyl)-6-methylisoquinolin-5-yl)thieno[3,2-d]pyrimidine-7-carboxamide NC=1C2=C(N=CN1)C(=CS2)C(=O)NC2=C1C=CN=C(C1=CC=C2C)C(O)C2=C(C(=CC=C2)Cl)F